ClC1=CC(=C2C(=N1)C(=CS2)CO)N(C(OC(C)(C)C)=O)CC=2SC=CC2 tert-butyl (5-chloro-3-(hydroxymethyl)thieno[3,2-b]pyridin-7-yl)(thiophen-2-ylmethyl)carbamate